sodium (3S,5R,E)-7-(3-(4-bromophenyl)-1-isopropyl-1H-indol-2-yl)-3,5-dihydroxyhept-6-enoate BrC1=CC=C(C=C1)C1=C(N(C2=CC=CC=C12)C(C)C)/C=C/[C@@H](C[C@@H](CC(=O)[O-])O)O.[Na+]